4H-pyrimido[1,2-b]pyridazine-2-carboxamide N=1C(=CCN2N=CC=CC21)C(=O)N